CC(CN1C(N(CN(C1=C)CC(C)=O)CC(=C)C)=O)=C 1,3-bis(2-methylallyl)-6-methylene-5-(2-oxopropyl)-1,3,5-triazinon